N1,N3-diethyl-4,5-bis(4'-fluorophenyl)imidazole C(C)N1CN(C(=C1C1=CC=C(C=C1)F)C1=CC=C(C=C1)F)CC